Trans-2,2-dichloro-3-(3,5-dichlorophenyl)cyclopropane-1-carboxylic acid ClC1([C@H]([C@@H]1C1=CC(=CC(=C1)Cl)Cl)C(=O)O)Cl